BrC=1C=C(C2=C(N(N=N2)[C@H](C)C2=C(C=C(C=C2)Cl)Cl)C1)Cl (R)-6-bromo-4-chloro-1-(1-(2,4-dichlorophenyl)ethyl)-1H-benzo[d][1,2,3]triazole